tert-butyl (2-((3-amino-7-bromo-6-chloro-8-fluoroquinolin-4-yl)amino)ethyl)carbamate NC=1C=NC2=C(C(=C(C=C2C1NCCNC(OC(C)(C)C)=O)Cl)Br)F